CC=1C(=NOC1C)NS(=O)(=O)C=1C(=CC=CC1)C1=CC=CC=C1 N-(4,5-Dimethylisoxazol-3-yl)-[1,1'-biphenyl]-2-sulfonamide